CC(C(N1CCN(CC1)C(NC1=NC(N(C=C1)C1=CC(=C(C=C1)CC(C)=O)C(F)(F)F)=O)=O)=O)(C)NC(OC(C)(C)C)=O tert-butyl (2-methyl-1-oxo-1-(4-((2-oxo-1-(4-(2-oxopropyl)-3-(trifluoro methyl)phenyl)-1,2-dihydropyrimidin-4-yl)carbamoyl)piperazin-1-yl)propan-2-yl)carbamate